C1(CCCC1)OC1=NC=CC=C1C=1C=C(OCCCC(=O)O)C=CC1 4-[3-(2-cyclopentyloxy-pyridin-3-yl)-phenoxy]-butyric acid